3-[(4R)-4-[2-[5-[(6,7-difluoro-4-methylsulfonyl-1H-indol-5-yl)oxy]-2-fluoro-phenyl]-1-methyl-imidazol-4-yl]-4-methyl-chroman-8-yl]propanoic acid FC1=C(C(=C2C=CNC2=C1F)S(=O)(=O)C)OC=1C=CC(=C(C1)C=1N(C=C(N1)[C@@]1(CCOC2=C(C=CC=C12)CCC(=O)O)C)C)F